2-chloro-6-(1-(1-(4-fluorophenyl)-2,2-dimethylpropyl)-1H-pyrazol-4-yl)pyrazine ClC1=NC(=CN=C1)C=1C=NN(C1)C(C(C)(C)C)C1=CC=C(C=C1)F